[18F]C1=NC=CC=C1OCCCN1C(C=CC1=O)=O 1-(3-(2-[18F]fluoropyridin-3-yloxy)propyl)pyrrole-2,5-dione